BrC1=C(C=C(C=C1)C=1N=NC=CC1)F 3-(4-bromo-3-fluorophenyl)pyridazine